methyl 5-hydrazineylpicolinate N(N)C=1C=CC(=NC1)C(=O)OC